3-Bromo-5-chloro-N-(4-methoxybenzyl)pyridin-2-amine BrC=1C(=NC=C(C1)Cl)NCC1=CC=C(C=C1)OC